2-cyano-3-hydroxy-N-(3-(3-nitro-4-(1-oxo-1,2,3,4-tetrahydroisoquinolin-6-yl)-1H-pyrazol-1-yl)phenyl)propenamide C(#N)C(C(=O)NC1=CC(=CC=C1)N1N=C(C(=C1)C=1C=C2CCNC(C2=CC1)=O)[N+](=O)[O-])=CO